difluorosulfonamide FN(S(=O)=O)F